N-((2-((S)-2-amino-3,3-dicyclopropylpropanamido)-pyridin-4-yl)(cyclopropyl)methyl)-4,4,4-trifluorobutanamide N[C@H](C(=O)NC1=NC=CC(=C1)C(NC(CCC(F)(F)F)=O)C1CC1)C(C1CC1)C1CC1